2-[(4-methylpiperazine-1-yl)methyldimethoxysilyl]styrene CN1CCN(CC1)C[Si](C1=C(C=C)C=CC=C1)(OC)OC